2-[[7-Acetamido-2,2-dimethyl-6-[4-[(E)-3-phenylprop-2-enoyl]phenoxy]-4,4a,6,7,8,8a-hexahydropyrano[3,2-d][1,3]dioxin-8-yl]oxy]propanoic acid C(C)(=O)NC1C(C2OC(OCC2OC1OC1=CC=C(C=C1)C(\C=C\C1=CC=CC=C1)=O)(C)C)OC(C(=O)O)C